FC1=CC=C(CNC2=NC(=C(C(=N2)N(C2=NN(C(=C2)C)C2OCCCC2)CC2=CC=C(C=C2)OC)OC)C=2C=NN(C2)C)C=C1 N2-(4-fluorobenzyl)-5-methoxy-N4-(4-methoxybenzyl)-N4-(5-methyl-1-(tetrahydro-2H-pyran-2-yl)-1H-pyrazol-3-yl)-6-(1-methyl-1H-pyrazol-4-yl)pyrimidine-2,4-diamine